The molecule is pentaanion of trans-3-methylglutaconyl-CoA arising from deprotonation of phosphate, diphosphate and carboxylic acid functions. It has a role as a human metabolite. It is a conjugate base of a trans-3-methylglutaconyl-CoA. C/C(=C\\C(=O)[O-])/CC(=O)SCCNC(=O)CCNC(=O)[C@@H](C(C)(C)COP(=O)([O-])OP(=O)([O-])OC[C@@H]1[C@H]([C@H]([C@@H](O1)N2C=NC3=C(N=CN=C32)N)O)OP(=O)([O-])[O-])O